FC=1C=C(C=CC1OC)C1CCN(CC1)C(=O)C1=CC=C(C=C1)C1(COC1)O (4-(3-fluoro-4-methoxyphenyl)piperidin-1-yl)(4-(3-hydroxyoxetan-3-yl)phenyl)methanone